ethyl 2-[[5-[[5-(1H-benzimidazol-2-yl)-1H-pyrazol-3-yl]carbamoyl]-2-pyridyl]oxy]acetate N1C(=NC2=C1C=CC=C2)C2=CC(=NN2)NC(=O)C=2C=CC(=NC2)OCC(=O)OCC